azelaic acid europium [Eu].C(CCCCCCCC(=O)O)(=O)O